FC(CC=1C(=NC(=NC1OC)NS(=O)(=O)C1=CNC2=C(C=CC=C12)N1N=CC=N1)OC)F N-[5-(2,2-difluoroethyl)-4,6-dimethoxy-pyrimidin-2-yl]-7-(triazol-2-yl)-1H-indole-3-sulfonamide